N,N-dimethyl-β-alanine CN(CCC(=O)O)C